(1R,2R,4S,5S)-3-(1H-indol-4-yl)-9-methyl-3,9-diazatricyclo[3.3.1.02,4]nonane N1C=CC2=C(C=CC=C12)N1[C@@H]2[C@H]3CCC[C@@H]([C@H]12)N3C